quinoxalin-2(3H)-one fumarate C(\C=C\C(=O)O)(=O)O.N=1C(CN=C2C=CC=CC12)=O